C(#N)C1=CC(=C(COC2=CC=CC(=N2)C2CCN(CC2)CC2=NC=3C(=NC(=CC3)C(=O)O)N2CC2=CN=CO2)C=C1)F 2-[(4-{6-[(4-cyano-2-fluorobenzyl)oxy]pyridin-2-yl}piperidin-1-yl)methyl]-3-(1,3-oxazol-5-ylmethyl)-3H-imidazo[4,5-b]pyridine-5-carboxylic acid